4-bromobutyl-sodium BrCCCC[Na]